N1-(2-(4-(2-(dioctylamino)ethyl)piperazin-1-yl)ethyl)-N,N2,N2-tridodecylethane-1,2-diamine C(CCCCCCC)N(CCN1CCN(CC1)CCN(CCN(CCCCCCCCCCCC)CCCCCCCCCCCC)CCCCCCCCCCCC)CCCCCCCC